cyclopropanesulfenate C1(CC1)S[O-]